COC(=O)C1=C(C=C(C=2N1N=CN2)Br)F 8-bromo-6-fluoro-[1,2,4]triazolo[1,5-a]pyridine-5-carboxylic acid methyl ester